ClC1=CC=C(C=C1)C=1C=C(C(N(N1)C=1C=NN(C1)C)=O)C(=O)N1CC(C1)O 6-(4-chlorophenyl)-4-(3-hydroxyazetidine-1-carbonyl)-2-(1-methyl-1H-pyrazol-4-yl)pyridazin-3(2H)-one